rac-(3s,4s,5r)-4-amino-5-(4-methoxyphenyl)-3-methylpyrrolidin-2-one N[C@H]1[C@@H](C(N[C@@H]1C1=CC=C(C=C1)OC)=O)C |r|